(2S,4R)-1-{2-[5-(diethylamino)-1H-1,2,3-triazol-1-yl]acetyl}-4-fluoro-N-[(S)-phenyl[5-(propan-2-yl)pyridin-2-yl]methyl]pyrrolidine-2-carboxamide C(C)N(C1=CN=NN1CC(=O)N1[C@@H](C[C@H](C1)F)C(=O)N[C@H](C1=NC=C(C=C1)C(C)C)C1=CC=CC=C1)CC